6-(4-chlorophenyl)-4-(5-methyl-1,3,4-oxadiazol-2-yl)-2-(1-methyl-1H-pyrazol-4-yl)pyridazin-3(2H)-one ClC1=CC=C(C=C1)C=1C=C(C(N(N1)C=1C=NN(C1)C)=O)C=1OC(=NN1)C